8-chloro-6-(2-morpholinoethyl)-2-(4-(trifluoromethyl)pyridin-2-yl)quinazolin-4(3H)-one ClC=1C=C(C=C2C(NC(=NC12)C1=NC=CC(=C1)C(F)(F)F)=O)CCN1CCOCC1